N1(N=NC=C1)C[C@H]1N(C[C@@H](C1)NC(=O)C=1OC(=NN1)C1=C(C=CC(=C1)C#N)C1CC1)C(=O)OC(C)(C)C tert-butyl (2S,4R)-2-((1H-1,2,3-triazol-1-yl)methyl)-4-(5-(5-cyano-2-cyclopropylphenyl)-1,3,4-oxadiazole-2-carboxamido)pyrrolidine-1-carboxylate